(2S,5S)-2-(1,3-bis(4-fluorophenyl)-1H-pyrazol-4-yl)-3-(4-ethoxyphenethyl)-5-methyloxazolidin-4-one FC1=CC=C(C=C1)N1N=C(C(=C1)[C@@H]1O[C@H](C(N1CCC1=CC=C(C=C1)OCC)=O)C)C1=CC=C(C=C1)F